C(C)(=O)OCC1=CC=C(C=C1)N1C(=NC=2C1=NC=C(C2)F)C=2C(=NC=CC2)N 4-(2-(2-aminopyridin-3-yl)-6-fluoro-3H-imidazo[4,5-b]pyridin-3-yl)benzyl acetate